N(=O)[O-].[Na+] sodium nitrite salt